Heptadecan-9-yl (R)-8-((6-oxo-6-(undecyloxy)hexyl)(2-((3-(2,2,5,5-tetramethyl-1,3-dioxane-4-carboxamido)propanoyl)oxy)ethyl)amino)octanoate O=C(CCCCCN(CCCCCCCC(=O)OC(CCCCCCCC)CCCCCCCC)CCOC(CCNC(=O)[C@@H]1OC(OCC1(C)C)(C)C)=O)OCCCCCCCCCCC